FC(OC1=C(C=C(C=C1)N1N=C(C(C1=O)C(=O)OC1=CC=C(C=C1)[N+](=O)[O-])C)C=1C=NC=NC1)F 4-nitrophenyl 1-(4-(difluoromethoxy)-3-(pyrimidin-5-yl) phenyl)-3-methyl-5-oxo-4,5-dihydro-1H-pyrazole-4-carboxylate